ClC1=C2C=NN(C2=C(C=C1)C(=O)NC1CC2(CC(C2)C(=O)O)C1)CC1=CC=C(C=C1)C1=CC(=NC=C1)OC 6-(4-chloro-1-(4-(2-methoxypyridin-4-yl)benzyl)-1H-indazole-7-carboxamido)spiro[3.3]heptane-2-carboxylic acid